tert-butyl (3R)-3-[[6-cyano-4-[2-(cyclopropanecarbonylamino)pyrazolo[1,5-a]pyridin-5-yl]-3-pyridyl]oxymethyl]pyrrolidine-1-carboxylate C(#N)C1=CC(=C(C=N1)OC[C@H]1CN(CC1)C(=O)OC(C)(C)C)C1=CC=2N(C=C1)N=C(C2)NC(=O)C2CC2